COC(C1=CC=C(C=C1)CN1C2=CC=CC=C2C=2CCN(CC12)C(C1=CC=C(C=C1)OC)=O)=O 4-[2-(4-methoxybenzoyl)-2,3,4,9-tetrahydro-1H-β-carbolin-9-ylmethyl]-benzoic acid methyl ester